methyl-tri(methacryloyloxy)silicon C[Si](OC(C(=C)C)=O)(OC(C(=C)C)=O)OC(C(=C)C)=O